1-(3-(6-(benzyloxy)-1,4-oxazepan-4-yl)-6-chloropyridin-2-yl)-N,N-dimethylmethanamine C(C1=CC=CC=C1)OC1CN(CCOC1)C=1C(=NC(=CC1)Cl)CN(C)C